t-butyl 4-methyl-4-(methyl(2-morpholino (trifluoromethyl)benzyl)amino)piperidine-1-carboxylate CC1(CCN(CC1)C(=O)OC(C)(C)C)N(C(C1=C(C=CC=C1)N1CCOCC1)C(F)(F)F)C